O=C1NC(CCC1NC1=CC=C(C=C1)N1CCN(CC1)C(CNC(OC(C)(C)C)=O)=O)=O tert-butyl N-[2-[4-[4-[(2,6-dioxo-3-piperidyl)amino]phenyl]piperazin-1-yl]-2-oxo-ethyl]carbamate